FC1(CC12CN(CC2)C2=NC=CC1=C2N=C(N=C1)NC1CN(C1)S(=O)(=O)C)F 8-(1,1-difluoro-5-azaspiro[2.4]heptan-5-yl)-N-(1-(methylsulfonyl)azetidin-3-yl)pyrido[3,4-d]pyrimidin-2-amine